5-(4-chloro-2-fluorophenyl)-2,3-dimethyl-7-((2R)-2-(thiophen-3-yl)morpholino)pyrido[4,3-d]pyrimidin-4(3H)-one ClC1=CC(=C(C=C1)C1=NC(=CC=2N=C(N(C(C21)=O)C)C)N2C[C@H](OCC2)C2=CSC=C2)F